BrC1=CC=C2C=C(NC2=C1)C(=O)NC1=NC=CC=C1 6-bromo-N-(pyridine-2-Yl)-1H-indole-2-carboxamide